The molecule is a heptasaccharide consisting of two alpha-maltotriose units linked (1->6), with a further alpha-D-glucose unit linked to O-6 of the glucose residue at the non-reducing end. It derives from an alpha-maltotriose. C([C@@H]1[C@H]([C@@H]([C@H]([C@H](O1)OC[C@@H]2[C@H]([C@@H]([C@H]([C@H](O2)O[C@@H]3[C@H](O[C@@H]([C@@H]([C@H]3O)O)O[C@@H]4[C@H](O[C@@H]([C@@H]([C@H]4O)O)OC[C@@H]5[C@H]([C@@H]([C@H]([C@H](O5)O[C@@H]6[C@H](O[C@@H]([C@@H]([C@H]6O)O)O[C@@H]7[C@H](O[C@@H]([C@@H]([C@H]7O)O)O)CO)CO)O)O)O)CO)CO)O)O)O)O)O)O)O